[Si](C)(C)(C(C)(C)C)OC1CN(CC1)C=1C=CC=2N(N1)C(=CN2)C(F)(F)F 6-(3-((tert-butyldimethylsilyl)oxy)pyrrolidin-1-yl)-3-(trifluoromethyl)imidazo[1,2-b]pyridazine